(tert-butyldimethylsilyl)-1-(1,4-dioxaspiro[4.5]decan-8-ylidene)methanimine [Si](C)(C)(C(C)(C)C)N=C=C1CCC2(OCCO2)CC1